COC1C2CC2C(O1)OC 2,4-dimethoxy-3-oxabicyclo[3.1.0]hexane